COC1=C(C(=CC2=C1C(CCO2)=CC2=CC=CC=C2)OC)OC 5,6,7-trimethoxy-4-phenylmethylene-3,4-dihydro-1H-benzopyran